NC1=CC=C(C(=O)O[C@]2(CC3=C(C[C@H]4[C@@H]5CC[C@H]([C@@H](CCCC(C)C)C)[C@]5(CC[C@@H]4[C@]3(CC2)C)C)OC(C2=CC=C(C=C2)N)=O)O)C=C1 3,6-bis(4-aminobenzoyloxy)cholesterol